S and R-2-octanol C[C@@H](CCCCCC)O |r|